ClC=1C=CC(=C(C1)N(C(C)=O)C)CC N-(5-Chloro-2-ethylphenyl)-N-methylacetamide